COC=1C(=CC=C2C=NN(C12)C([2H])([2H])[2H])NC1=CC(=NC=C1C(=O)NC([2H])([2H])[2H])NC1=NC=NC=C1 4-((7-Methoxy-1-(methyl-d3)-1H-indazol-6-yl)amino)-N-(methyl-d3)-6-(pyrimidin-4-ylamino)nicotinamide